(4-(Ethylsulfonyl)benzyl)-1-(2-(trifluoromethyl)benzyl)-1H-benzo[d]imidazole-5-carboxamide C(C)S(=O)(=O)C1=CC=C(CC2=NC3=C(N2CC2=C(C=CC=C2)C(F)(F)F)C=CC(=C3)C(=O)N)C=C1